Cl.NC12COC(C1)(C2)C#N 4-Amino-2-oxabicyclo[2.1.1]hexane-1-carbonitrile Hydrochloride Salt